C1(CC1)C1=C(C2=C(NN=N2)C=C1)CNC(C1=CN=C(C(=C1)F)OC(F)F)=O N-((5-cyclopropyl-1H-benzotriazol-4-yl)methyl)-6-(difluoromethoxy)-5-fluoronicotinamide